C1(CC1)C1=NC=NC(=C1C=1N=CC=2C(N1)=NC(C(C2)C(C)(C)O)=O)OC 2-(4-cyclopropyl-6-methoxypyrimidin-5-yl)-6-(2-hydroxypropan-2-yl)pyrido[2,3-d]pyrimidin-7-one